5-Methyl-4-[2-methyl-4-(4-methylimidazol-1-yl)phenyl]sulfonyl-2,3-dihydro-1,4-benzoxazine CC1=CC=CC2=C1N(CCO2)S(=O)(=O)C2=C(C=C(C=C2)N2C=NC(=C2)C)C